C(C)(C)(C)OP(O)(O)=O mono-t-butyl-phosphoric acid